FCCCCCCC fluoroheptane